ClC=1C=C(C=CC1OC(F)(F)F)C1=CC=C(C=C1)SCC=1N=NNC1C(=O)O 4-(((3'-chloro-4'-(trifluoromethoxy)-[1,1'-biphenyl]-4-yl)thio)methyl)-1H-1,2,3-triazole-5-carboxylic acid